C(CCC)C1(N(C(N2C1=C(C=1C=CC=CC21)C)=O)OC)C#CCCC2=CC=CC=C2 1-butyl-2-methoxy-9-methyl-1-(4-phenylbut-1-yn-1-yl)-1,2-dihydro-3H-imidazo[1,5-a]indol-3-one